(R)-N4-(1-(3-(difluoromethyl)-2-fluorophenyl)ethyl)-2-methyl-8,9-dihydrofuro[2,3-h]quinazoline-4,6-diamine FC(C=1C(=C(C=CC1)[C@@H](C)NC1=NC(=NC2=C3C(=C(C=C12)N)OCC3)C)F)F